curcumin carbon [C].COC1=CC(=CC=C1O)\C=C\C(=O)CC(=O)\C=C\C1=CC=C(O)C(OC)=C1